(Z)-3-benzylidene-1-methyl-5-(2-methylquinazolin-4-ylamino)indol-2-one heptacos-9-enoate C(CCCCCCCC=CCCCCCCCCCCCCCCCCC)(=O)O.C(/C1=CC=CC=C1)=C\1/C(N(C2=CC=C(C=C12)NC1=NC(=NC2=CC=CC=C12)C)C)=O